2,3-bis((5-methoxy-5-oxovaleryl)oxy)succinic acid COC(CCCC(=O)OC(C(=O)O)C(C(=O)O)OC(CCCC(OC)=O)=O)=O